O1COC(C2=C1C=CC=C2)CNCC=2NC1=CC=CC=C1C2 1-(1,3-benzodioxan-4-yl)-N-(1H-indol-2-ylmethyl)methanamine